CC1=C(CCC2=NC=3N(C(N(C(C3N2CC)=O)CC#C)=O)CCCCP(O)(O)=O)C(=CC=C1)C (4-(8-(2,6-Dimethylphenethyl)-7-ethyl-2,6-dioxo-1-(prop-2-yn-1-yl)-1,2,6,7-tetrahydro-3H-purin-3-yl)butyl)phosphonic acid